The molecule is a hydroxy monocarboxylic acid anion that is the conjugate base of 12-hydroxyjasmonic acid, obtained by deprotonation of the carboxy group; major species at pH 7.3. It is a 5-oxo monocarboxylic acid anion and a hydroxy monocarboxylic acid anion. C1CC(=O)C(C1CC(=O)[O-])C/C=C\\CCO